ClC=1N=C2C(=NC1)N=C(C(=C2OC)C2=CC=CC=C2)C2=NC1=CC=CC=C1N=C2C2=CC=CC=C2 2-chloro-8-methoxy-7-phenyl-6-(3-phenylquinoxalin-2-yl)pyrido[2,3-b]Pyrazine